1-(bicyclo[1.1.1]pentan-1-yl)-N-((R)-1-(3-(difluoromethyl)-2-fluorophenyl)ethyl)-4-(((1s,3S)-3-(dimethylamino)cyclobutyl)amino)-6-oxo-1,6-dihydropyridine-3-carboxamide C12(CC(C1)C2)N2C=C(C(=CC2=O)NC2CC(C2)N(C)C)C(=O)N[C@H](C)C2=C(C(=CC=C2)C(F)F)F